C([C@@H](O)[C@H](O)[C@H](O)CO)O |r| D,L-arabinitol